C(#N)C=1C=CC(=C(C1)S(=O)(=O)Cl)C 5-cyano-2-methyl-benzenesulfonyl chloride